harmine-succinic acid C1(CC(CC(=O)O)C(=O)O)=NC=CC=2C3=CC=C(OC)C=C3NC12